Cl.Cl.NC1CCN(CC1)C=1C=C2CN(C(C2=CC1)=O)C1C(NC(CC1)=O)=O 3-[5-(4-Amino-1-piperidyl)-1-oxo-isoindolin-2-yl]piperidine-2,6-dione dihydrochloric acid salt